3,6,9,12,15,18,21,24,27,30-decaoxatritriacontan-33-amide CCOCCOCCOCCOCCOCCOCCOCCOCCOCCOCCC(=O)N